(E)-1-(2,6,6-trimethylcyclohex-3-en-1-yl)but-2-en-1-one CC1C(C(CC=C1)(C)C)C(\C=C\C)=O